OC[C@H](C1=CC=CC=C1)NC1=CC(=NC=C1C1=NC=NO1)NC=1N=CC2=C(N1)CNC2=O (S)-2-((4-((2-hydroxy-1-phenylethyl)amino)-5-(1,2,4-oxadiazol-5-yl)pyridin-2-yl)amino)-6,7-dihydro-5H-pyrrolo[3,4-d]pyrimidin-5-one